2-{5-(6-(1,1'-biphenyl-4-yl)-dibenzothiophen-4-yl)-1,1'-biphenyl-3-yl}-4,6-Diphenyl-1,3,5-triazine C1(=CC=C(C=C1)C1=CC=CC=2C3=C(SC21)C(=CC=C3)C=3C=C(C=C(C3)C3=CC=CC=C3)C3=NC(=NC(=N3)C3=CC=CC=C3)C3=CC=CC=C3)C3=CC=CC=C3